(3-phenylimidazo[1,2-a]pyridin-2-yl)methanone C1(=CC=CC=C1)C1=C(N=C2N1C=CC=C2)C=O